CN(C(C)C1=CC=2C=NC(=CC2N1COCC[Si](C)(C)C)NC(=O)C1=CC=C2C=NN(C2=C1)C)C N-[2-[1-(dimethylamino)ethyl]-1-[[2-(trimethylsilyl)ethoxy]methyl]pyrrolo[3,2-c]pyridin-6-yl]-1-methylindazole-6-carboxamide